1,3-dimyristoyl-rac-glycerol C(CCCCCCCCCCCCC)(=O)OCC(O)COC(CCCCCCCCCCCCC)=O